BrC=1C(=C(C(=O)OC)C=C(C1)[N+](=O)[O-])F Methyl 3-bromo-2-fluoro-5-nitrobenzoate